5-(2-aminobenzo[d]thiazol-6-yl)-2-methoxy-N-(2-((tetrahydrofuran-3-yl)oxy)benzyl)nicotinamide NC=1SC2=C(N1)C=CC(=C2)C=2C=NC(=C(C(=O)NCC1=C(C=CC=C1)OC1COCC1)C2)OC